4-((S)-1-((R)-2-((3-cyanobenzyl)oxy)-3-methylbutanoylamino)ethyl)benzoic acid C(#N)C=1C=C(CO[C@@H](C(=O)N[C@@H](C)C2=CC=C(C(=O)O)C=C2)C(C)C)C=CC1